C(C)(C)C=1SC(=CN1)C=1C=C(NC[C@@H]2CC[C@H](CC2)C2=NC(=C(C=C2)OC)C)C=CC1 3-(2-Isopropylthiazol-5-yl)-N-((trans-4-(5-methoxy-6-methylpyridin-2-yl)cyclohexyl)methyl)aniline